5-[1-[6-[[tert-butyl(dimethyl)silyl]oxymethyl]-3-pyridyl]-4-piperidyl]pyridin-2-amine [Si](C)(C)(C(C)(C)C)OCC1=CC=C(C=N1)N1CCC(CC1)C=1C=CC(=NC1)N